(1S,2S)-N-(6-(5-chloro-6-fluoro-7-propyl-1H-indazol-4-yl)imidazo[1,2-a]pyrazin-2-yl)-2-fluorocyclopropane-1-carboxamide ClC=1C(=C2C=NNC2=C(C1F)CCC)C=1N=CC=2N(C1)C=C(N2)NC(=O)[C@H]2[C@H](C2)F